5-[4-amino-5-(trifluoromethyl)pyrrolo[2,1-f][1,2,4]triazin-7-yl]-N-[(3R,4S)-1-(2,5-difluorobenzoyl)-4-fluoro-pyrrolidin-3-yl]-2-(deutero)methoxy-pyridine-3-carboxamide NC1=NC=NN2C1=C(C=C2C=2C=C(C(=NC2)OC[2H])C(=O)N[C@@H]2CN(C[C@@H]2F)C(C2=C(C=CC(=C2)F)F)=O)C(F)(F)F